2-(3,4-epoxycyclohexyl)ethyl-tripropoxysilicon C1(CC2C(CC1)O2)CC[Si](OCCC)(OCCC)OCCC